C(C=C)(=O)C(CCCCC(=O)O)N acryloyl-aminopentyl-carboxylic acid